2-(4-bromophenyl)-2-methylpropionaldehyde BrC1=CC=C(C=C1)C(C=O)(C)C